[Si](C)(C)(C(C)(C)C)OCCCCN(CCCCCCO)CCCCO 6-((4-((tert-butyldimethylsilyl)oxy)butyl)(4-hydroxybutyl)amino)hexane-1-ol